C(=C)C=CC=C vinyl-(butadiene)